IC=1C=NN2C1N=C(C=C2)N2CC=1N(CC2)C(=NC1)CC(C)(C)C 3-iodo-5-(3-neopentyl-5,6-dihydroimidazo[1,5-a]pyrazin-7(8H)-yl)pyrazolo[1,5-a]pyrimidine